methyl 3-(3-(4,4,5,5-tetramethyl-1,3,2-dioxaborolan-2-yl)-5-(triisopropylsiloxy) phenyl)-propionate CC1(OB(OC1(C)C)C=1C=C(C=C(C1)O[Si](C(C)C)(C(C)C)C(C)C)CCC(=O)OC)C